Cl.N1N=NC(=C1)N [1,2,3]triazol-4-amine hydrogen chloride